C1(CC1)S(=O)(=O)N1N=CC(=C1)C1=NC=CC(=N1)NC1=CC(=C(C=N1)C1=NC=C(C=C1)C(F)F)NC1CCC(CC1)C (1s,4s)-4-((6'-((2-(1-(Cyclopropylsulfonyl)-1H-pyrazol-4-yl)pyrimidin-4-yl)amino)-5-(difluoromethyl)-[2,3'-bipyridin]-4'-yl)amino)-1-methylcyclohexan